C(CCC)NC(C#CC1=CC2=C(OC[C@@H](C(N2C)=O)NC(C2=NC=CC(=C2)OC2=CC=CC=C2)=O)C=C1)(C)C (S)-N-(7-(3-(butylamino)-3-methylbut-1-yn-1-yl)-5-methyl-4-oxo-2,3,4,5-tetrahydrobenzo[b][1,4]oxazepin-3-yl)-4-phenoxypicolinamide